ClC=1C=C(C=CC1)C1(NC=C(C(=N1)NC1=CC=C2CCNCC2=C1)C=1C=NN(C1)CCC)N 2-(3-chlorophenyl)-5-(1-propyl-1H-pyrazol-4-yl)-N4-(1,2,3,4-tetrahydroisoquinolin-7-yl)pyrimidine-2,4-diamine